7-Bromo-5-(2-fluoro-4-(1-methyl-1H-pyrazol-3-yl)benzyl)furo[3,2-c]pyridin-4(5H)-one BrC=1C2=C(C(N(C1)CC1=C(C=C(C=C1)C1=NN(C=C1)C)F)=O)C=CO2